1,1-dibenzyl 7-(tridecan-7-yl) heptane-1,1,7-tricarboxylate C(CCCCCCC(=O)OC(CCCCCC)CCCCCC)(C(=O)OCC1=CC=CC=C1)C(=O)OCC1=CC=CC=C1